1,4-Bis(4-aminophenoxy)butane (S)-2-(bis(t-Butoxycarbonyl)amino)-4-cyanobutyrate C(C)(C)(C)OC(=O)N([C@H](C(=O)O)CCC#N)C(=O)OC(C)(C)C.NC1=CC=C(OCCCCOC2=CC=C(C=C2)N)C=C1